CCC(CC)NC(=O)C1=CN=C(O1)C1=CC(=CC=C1)C1=CC(=NN1)C(=O)N1CCCCC1 N-(pentan-3-yl)-2-(3-(3-(piperidine-1-carbonyl)-1H-pyrazol-5-yl)phenyl)oxazole-5-carboxamide